FC1(C[C@@H](N(C1)C1CCN(CC1)C(=O)OC(C)(C)C)C(C)(C)O)F tert-butyl (R)-4-(4,4-difluoro-2-(2-hydroxypropan-2-yl)pyrrolidin-1-yl)piperidine-1-carboxylate